C(#N)C=1C=C(C=CC1)NC=1N=C(N=NC1C(=O)N)NC1=C(C=C2CCN(CC2=C1)C(C)C)OC ((3-cyanophenyl)amino)-3-((2-isopropyl-6-methoxy-1,2,3,4-tetrahydroisoquinolin-7-yl)amino)-1,2,4-triazine-6-carboxamide